5-(5-(2-(hydroxymethyl)cyclopropyl)-6-methylpyridazin-3-yl)pyrimidine-2,4(1H,3H)-dione OCC1C(C1)C=1C=C(N=NC1C)C=1C(NC(NC1)=O)=O